5-(bromomethyl)-2-chloropyrimidine BrCC=1C=NC(=NC1)Cl